cis-6-chloro-4-(3-ethoxy-4-hydroxypiperidin-1-yl)-1-methylpyrido[3,2-d]pyrimidin-2(1H)-one ClC=1C=CC=2N(C(N=C(C2N1)N1C[C@H]([C@H](CC1)O)OCC)=O)C